((3-(2-Phenylacetamido)-5-(trifluoromethyl)-phenyl)carbamoyl)(3-(piperidin-4-yl)-1,2,3-oxadiazol-3-ium-5-yl)amide C1(=CC=CC=C1)CC(=O)NC=1C=C(C=C(C1)C(F)(F)F)NC(=O)[N-]C1=C[N+](=NO1)C1CCNCC1